CC=1C=C2C(C=C(OC2=C(C1)C(C)NC1=C(C(=O)OC(C)(C)C)C=CC=C1)C=1C=CC=2N(C1)C=C(N2)C(F)(F)F)=O tert-Butyl 2-[1-[6-methyl-4-oxo-2-[2-(trifluoromethyl)imidazo[1,2-a]pyridin-6-yl]chromen-8-yl]ethylamino]benzoate